C(#N)C=1C=CC(=C(C1)CNC(=O)C=1C=NC(=C(C1)F)OC(F)F)OC N-[(5-cyano-2-methoxyphenyl)-methyl]-6-(difluoromethoxy)-5-fluoropyridine-3-carboxamide